3-chloro-4,5-dihydroxybenzoic acid ClC=1C=C(C(=O)O)C=C(C1O)O